C(=CC=1C=C(C=C(C1)O)OC1=CC=C(C=C1)O)C=1C=C(C=C(C1)O)OC1=CC=C(C=C1)O 5,5'-(ethene-1,2-diyl)bis(3-(4-hydroxyphenoxy)phenol)